2,4,6-tricarboxylphloroglucinol C(=O)(O)C1=C(O)C(=C(C(=C1O)C(=O)O)O)C(=O)O